ClC1=C(C=CC(=C1)OC(F)(F)F)N1NC(CC1C(=O)OCC)=O Ethyl 2-(2-chloro-4-(trifluoromethoxy) phenyl)-5-oxopyrazolidine-3-carboxylate